NC1=C(N=CC2=C(C(=CC=C12)F)C1=C(C=NN1)C#N)C(=O)NCCC 4-amino-8-(4-cyano-1H-pyrazol-5-yl)-7-fluoro-N-propylisoquinoline-3-carboxamide